CC=1NC(=CCC1S(=O)(=O)N1CC2(C1)CN(C2)[C@@H](C)C2CCOCC2)C(F)(F)F (S)-2-((2-methyl-6-(trifluoromethyl)-1,4-dihydropyridin-3-yl)sulfonyl)-6-(1-(tetrahydro-2H-pyran-4-yl)ethyl)-2,6-diazaspiro[3.3]heptane